4-Isopropyl-5-(Naphthalen-2-Yl)Thiazol-2-Amine C(C)(C)C=1N=C(SC1C1=CC2=CC=CC=C2C=C1)N